(S)-2-(3-((2-(cyclopropylamino)-6-methylpyrimidin-4-yl)oxy)pyrrolidin-1-yl)-N-(3-(2-((1,5-dimethyl-1H-pyrazol-3-yl)amino)-5-methylpyrimidin-4-yl)-1H-indol-7-yl)acetamide C1(CC1)NC1=NC(=CC(=N1)O[C@@H]1CN(CC1)CC(=O)NC=1C=CC=C2C(=CNC12)C1=NC(=NC=C1C)NC1=NN(C(=C1)C)C)C